ClC=1C=C(C=C(C1OC1=CC(=C(C=C1)O)S(=O)(=O)N1C[C@H](CC1)S(=O)(=O)C)Cl)N1N=C(C(NC1=O)=O)C(F)F (S)-2-(3,5-dichloro-4-(4-hydroxy-3-((3-(methylsulfonyl)pyrrolidin-1-yl)sulfonyl)phenoxy)phenyl)-6-(difluoromethyl)-1,2,4-triazine-3,5(2H,4H)-dione